n-methyl-n-octylammonium C[NH2+]CCCCCCCC